C(=C)C1=C(C=CC=C1)C1=CC=C(S1)C(C)NC1=NC(=NC2=CC(=C(C=C12)OC)OC)C N-{1-[5-(2-ethenylphenyl)thiophen-2-yl]ethyl}-6,7-dimethoxy-2-methylquinazolin-4-amine